C(C)OC(C1=NC=CC(=C1)C=1OC2=C(N1)C=C(C=C2)C2=NC=CN=C2)=O 4-(5-(pyrazin-2-yl)benzo[d]oxazol-2-yl)picolinic acid ethyl ester